(S)-2-((6-(1,1-difluoroethyl)-2-methylpyridin-3-yl)sulfonyl)-6-(1-(oxetan-3-yl)ethyl)-2,6-diazaspiro[3.3]heptane FC(C)(F)C1=CC=C(C(=N1)C)S(=O)(=O)N1CC2(C1)CN(C2)[C@@H](C)C2COC2